COC(=O)C1(CCCCC1)N1N=C(C(=C1)[N+](=O)[O-])C(F)F [3-(difluoromethyl)-4-nitro-pyrazol-1-yl]cyclohexanecarboxylic acid methyl ester